(±)-5-(8-chloro-3-((cis)-2-fluorocyclopropanecarboxamido) isoquinolin-6-yl)-4-ethylpyridin-3-ylcarbamate ClC=1C=C(C=C2C=C(N=CC12)NC(=O)[C@H]1[C@H](C1)F)C=1C(=C(C=NC1)NC([O-])=O)CC |r|